O=C1C[C@@]2(CN1C1=NC=C(C=C1)C(F)(F)F)C1CN(C(C2)CC1)C(=O)OC(C)(C)C tert-butyl (2R)-5'-oxo-1'-(5-(trifluoromethyl)pyridin-2-yl)-5-azaspiro[bicyclo[2.2.2]octane-2,3'-pyrrolidine]-5-carboxylate